2-(bromomethyl)prop-2-enoic acid BrCC(C(=O)O)=C